FC1=C(C(=CC=C1)F)N1N=C(C(=C1)NC(CN1CCOCC1)=O)C(=O)N 1-(2,6-difluorophenyl)-4-(2-morpholinoacetamido)-1H-pyrazole-3-carboxamide